monocitrate hydrate O.C(CC(O)(C(=O)O)CC(=O)O)(=O)O